trans-4-hydroxycyclohexan-1-aminium chloride [Cl-].O[C@@H]1CC[C@H](CC1)[NH3+]